(R)-5-ethyl-3-fluoro-8,8-dimethyl-5-phenyl-5,8,9,10-tetrahydropyrido[2,3-b][1,6]naphthyridin-6(7H)-one C(C)[C@]1(C2=C(NC=3CC(NC(C13)=O)(C)C)N=CC(=C2)F)C2=CC=CC=C2